4-[3-(5-bromopyrimidin-2-yl)prop-2-ynyl]morpholine BrC=1C=NC(=NC1)C#CCN1CCOCC1